(2S,4S)-N2-(3-chloro-4-fluorophenyl)-N2-methyl-1-[6-methyl-4-(trifluoromethyl)pyridin-2-yl]-N4-(tetrahydro-2H-pyran-4-yl)pyrrolidine-2,4-dicarboxamide ClC=1C=C(C=CC1F)N(C(=O)[C@H]1N(C[C@H](C1)C(=O)NC1CCOCC1)C1=NC(=CC(=C1)C(F)(F)F)C)C